C(\C=C(/C)\CCC=C(C)C)C1=C(C=CC=C1)\C=C\C(=O)C1=CC=CC=C1 Geranyl-chalcone